2,3-dihydropyrazolo[5,1-b]oxazole-7-sulfonimidamide O1C=2N(CC1)N=CC2S(=O)(N)=N